[Pd].FC(C)(F)C1=NC(=NC=C1)N1CC2(C=3C=NC(=CC31)NC(C)=O)CC2 N-(1'-(4-(1,1-difluoroethyl)pyrimidin-2-yl)-1',2'-dihydrospiro[cyclopropane-1,3'-pyrrolo[3,2-c]pyridin]-6'-yl)acetamide palladium